N[C@H](C(=O)NC1=CC=C(C(=O)OC(C)(C)C)C=C1)CC1=CC=C(C=C1)NC(=O)OC (S)-tert-butyl 4-(2-amino-3-(4-((methoxycarbonyl)amino)phenyl)propionamido)benzoate